[N+](=O)([O-])NN1C(N=NC1N)=C1N=NC(=N1)N[N+](=O)[O-] 4,5'-dinitroamino-5-amino-3,3'-bi-1,2,4-triazole